(7-(2-(4-(6-fluorobenzothiophen-4-yl)piperazin-1-yl)ethyl)-2-oxo-3,4-dihydroquinoline-1(2H)-yl)methyl nonanoate C(CCCCCCCC)(=O)OCN1C(CCC2=CC=C(C=C12)CCN1CCN(CC1)C1=CC(=CC2=C1C=CS2)F)=O